ethyl-2-oxopentanoate C(C)OC(C(CCC)=O)=O